CN(C)CC1=C(C(=CC(=C1)CN(C)C)OC)O 2,4-Bis(dimethylaminomethyl)-6-methoxyphenol